BrC1=C(C=C(C=C1)Cl)C1N(CC=CCC1)[S@@](=O)C(C)(C)C 2-(2-bromo-5-chlorophenyl)-1-((S)-tert-butylsulfinyl)-2,3,4,7-tetrahydro-1H-azepine